C1(=CC=CC=C1)C(C)C1=C(C=CC=C1)O 2-(1-phenyl-ethyl)-phenol